C(CCCCC)(N1C2=NCCCN2CCC1)N1C2=NCCCN2CCC1 7,7'-hexylidenebis-1,5,7-triazabicyclo[4.4.0]dec-5-ene